FC(OC1=CC2=C(N=C(O2)S)C=C1)(F)F 6-(trifluoromethoxy)benzo[d]oxazol-2-thiol